ClC1=C(C=CC=C1)[C@@H](C)N |r| (R/S)-1-(2-chlorophenyl)ethylamine